C[Si]([Si]([Si]([Si]([Si]([Si]([Si]([Si](OC)(OC)OC)(OC)OC)(OC)OC)(C1=CC=CC=C1)C1=CC=CC=C1)(C1=CC=CC=C1)C1=CC=CC=C1)(C)C)(C)C)(C)C heptamethyltetraphenylheptamethoxyoctasilane